C1=C(C=CC2=CC=CC=C12)B(O)O naphthalen-2-ylboronic acid